1-(2-iodo-4-methylphenyl)-N,N-dimethylpiperidine-4-amine IC1=C(C=CC(=C1)C)N1CCC(CC1)N(C)C